endo-5,6-dimethoxy-2-norbornene COC1C2C=CC(C1OC)C2